3-(3,5-difluorophenyl)-5-methyl-2-oxo-oxazolidine-5-carboxylic acid FC=1C=C(C=C(C1)F)N1C(OC(C1)(C(=O)O)C)=O